(2,4-Dimethoxybenzyl)-7-(6-(pyrrolidin-1-ylmethyl)pyridin-3-yl)-1,5-naphthyridine-2,4-diamine COC1=C(CC=2C(=NC3=CC(=CN=C3C2N)C=2C=NC(=CC2)CN2CCCC2)N)C=CC(=C1)OC